1-naphthyl-4-vinyl-naphthalene tert-butyl-(5-(difluoromethyl)-2-((3-(5-isopropoxypyridin-2-yl)-1,2,4-thiadiazol-5-yl)amino)pyridin-3-yl)(methyl)carbamate C(C)(C)(C)OC(N(C)C=1C(=NC=C(C1)C(F)F)NC1=NC(=NS1)C1=NC=C(C=C1)OC(C)C)=O.C1(=CC=CC2=CC=CC=C12)C1=CC=C(C2=CC=CC=C12)C=C